COCC1N(CCC1)C(=O)[O-] 2-(methoxymethyl)pyrrolidine-1-carboxylate